C(CCC)C1N(CCOC1)CCOC Butyl-methoxyethyl-morpholine